di(3-propanesulfonic acid)-3,3'-bipyridinium salt [NH+]1=CC(=CC=C1)C=1C=[NH+]C=CC1.CCCS(=O)(=O)[O-].CCCS(=O)(=O)[O-]